2-methylpropan-2-yl 3-(6-{[2-(2-chloroacetyl)diazanyl]carbonyl}-1,2-diazin-3-yl)hexahydropyridine-1-carboxylate ClCC(=O)NNC(=O)C1=CC=C(N=N1)C1CN(CCC1)C(=O)OC(C)(C)C